(R)-N-((2-(3-bromo-4-fluoro-1H-pyrazol-1-yl)-1,6-naphthyridin-7-yl)methyl)-4-cyano-4-methyl-isochroman-6-carboxamide BrC1=NN(C=C1F)C1=NC2=CC(=NC=C2C=C1)CNC(=O)C=1C=C2[C@](COCC2=CC1)(C)C#N